4-(4-(cyclopropylamino)-8-fluoro-2-(((2R,7aS)-2-fluorotetrahydro-1H-pyrrolizin-7a(5H)-yl)methoxy)pyrido[4,3-d]pyrimidin-7-yl)-5-ethynyl-6-fluoronaphthalen-2-ol C1(CC1)NC=1C2=C(N=C(N1)OC[C@]13CCCN3C[C@@H](C1)F)C(=C(N=C2)C2=CC(=CC1=CC=C(C(=C21)C#C)F)O)F